C1OC2=C(O1)C=C(C(=C2)C=O)Br bromopiperonal